(±)-trans-N-[8-amino-6-[4-(dimethylamino)-3-pyridinyl]-3-isoquinolinyl]-2-cyano-cyclopropanecarboxamide NC=1C=C(C=C2C=C(N=CC12)NC(=O)[C@H]1[C@@H](C1)C#N)C=1C=NC=CC1N(C)C |r|